C(C1=CC=CC=C1)OC1=C(OC=CC1=O)C=1N(C(=CN1)C(F)(F)F)C[C@H](C(C1=CC=CC=C1)C1=CC=CC=C1)NC(OC(C)(C)C)=O (S)-tert-butyl (3-(2-(3-(benzyloxy)-4-oxo-4H-pyran-2-yl)-5-(trifluoromethyl)-1H-imidazol-1-yl)-1,1-diphenylpropan-2-yl)carbamate